ClC=1C=C(NC2(CCC3(C(=CC4=CC=CC=C34)COCCC3=CC=CC=C3)CC2)C(=O)O)C=CC1 (1s,4s)-4-(3-Chloroanilino)-2'-[(2-Phenylethoxy)methyl]spiro[cyclohexane-1,1'-indene]-4-carboxylic acid